4-butyl-phthalate C(CCC)C=1C=C(C(C(=O)[O-])=CC1)C(=O)[O-]